C(C)(C)(C)OC(=O)N(C1CCN(CC1)C1=CC=C(C2=C1C=C(O2)C)C(=O)O)CC 4-{4-[(tert-butoxycarbonyl)(ethyl)amino]piperidin-1-yl}-2-methyl-1-benzofuran-7-carboxylic acid